CC1=CC=C(C=C1)CC=O (4-methylphenyl)acetaldehyde